N1=C(C=CC=C1)CNCCNCC1=NC=CC=C1 N,N'-bis[(pyridin-2-yl)-methyl]ethylenediamine